BrC1=CC=CC(=N1)N1C=NC(=C1)C1(C(N(CC1)C)=O)O 3-(1-(6-bromopyridin-2-yl)-1H-imidazol-4-yl)-3-hydroxy-1-methylpyrrolidin-2-one